3,5-di(dicarboxyphenyl)-4,4'-bipyridyl C(=O)(O)C=1C(=C(C=CC1)C=1C=NC=C(C1C1=CC=NC=C1)C1=C(C(=CC=C1)C(=O)O)C(=O)O)C(=O)O